OCCNC=1C=C2C=C(C(N(C2=CC1)C)=O)C(=O)NC1=CC=CC=C1 6-(2-Hydroxyethylamino)-1-methyl-2-oxo-N-phenyl-quinoline-3-carboxamide